tert-butyl N-[5-[[2-(2-isopropyl-1-piperidyl)-2-oxo-acetyl]amino]-3-methyl-2-pyridyl]carbamate C(C)(C)C1N(CCCC1)C(C(=O)NC=1C=C(C(=NC1)NC(OC(C)(C)C)=O)C)=O